Cl.C(C)N(CC(=O)NC1=C(C=CC=C1C)C)CC 2-Diethylamino-N-(2,6-dimethylphenyl)acetamide hydrochloride